C(C)OC1=C(CNS(=O)(=O)C2=CC=C(C=C2)OC(F)(F)F)C=CC=C1 N-(2-ethoxybenzyl)-4-(trifluoromethoxy)benzenesulfonamide